N-(2,2-difluoroethyl)-N-(3-fluoro-5-((1-(trifluoromethyl)cyclopropyl)ethynyl)phenyl)pyrido[2,3-e][1,2,4]triazolo[4,3-a]pyrimidin-5-amine FC(CN(C1=NC=2N(C3=C1N=CC=C3)C=NN2)C2=CC(=CC(=C2)C#CC2(CC2)C(F)(F)F)F)F